4-Ethylpyridine-3-carboxylic acid methyl ester COC(=O)C=1C=NC=CC1CC